laurylSodium C(CCCCCCCCCCC)[Na]